C1(=CC=CC=C1)N1C(C2=CC=CC=C2C1)=O 2-phenyl-2,3-dihydro-1H-isoindol-1-one